Isobutenyl alcohol C(=C(C)C)O